5-(4-fluorophenoxy)-4-(4-methylbenzamido)thiophene-2-carboxylic acid ethyl ester C(C)OC(=O)C=1SC(=C(C1)NC(C1=CC=C(C=C1)C)=O)OC1=CC=C(C=C1)F